FC(C1=NN(C(=C1)C)CC(=O)NC(C(=O)NC1=CC=C(C=C1)[Si](C)(C)C)C1=CC=C(C=C1)OC)F 2-(((3-(difluoromethyl)-5-methyl-1H-pyrazol-1-yl)acetyl)amino)-2-(4-methoxyphenyl)-N-(4-(trimethylsilyl)phenyl)acetamide